2-methoxyoxetane-3,4-dione COC1OC(C1=O)=O